phenyl(2,4,6-trimethylbenzoyl)phosphinate C1(=CC=CC=C1)P([O-])(=O)C(C1=C(C=C(C=C1C)C)C)=O